C(C)(C)(C)OC(=O)N(C(OC(C)(C)C)=O)C1=NC2=CC(=CC(=C2C=C1)N1C[C@@H](N(CC1)C(C(C)C)=O)C)S(NC1(CC1)C)(=O)=O tert-butyl (S)-(tert-butoxycarbonyl)(5-(4-isobutyryl-3-methyl piperazin-1-yl)-7-(N-(1-methylcyclopropyl)sulfamoyl)quinolin-2-yl)carbamate